cesium hexafluoronickel(IV) F[Ni-2](F)(F)(F)(F)F.[Cs+].[Cs+]